C(CC)C1=CC=CC(=N1)NS([O-])(=O)=O.[Na+] Sodium N-(6-propylpyridin-2-yl)sulfamate